O1CCC2=C1C=CC(=C2)C(CC(=O)O)N2N=CC1=CC(=CC=C21)OCCC2=NC=1NCCCC1C=C2 3-(2,3-Dihydrobenzofuran-5-yl)-3-(5-(2-(5,6,7,8-tetrahydro-1,8-naphthyridin-2-yl)ethoxy)-1H-indazol-1-yl)propanoic acid